COC=1C=C(CN(C=2C=C(CN3C(CNC(C3)=O)=O)C=CC2)CC2=CC(=CC=C2)N2CCCC2)C=CC1 1-(3-((3-methoxybenzyl)(3-(pyrrolidin-1-yl)benzyl)amino)benzyl)piperazine-2,5-dione